FC=1C(=C(C(=O)N)C=C(C1F)CC1=C(C(=CC=C1)NS(=O)(=O)CCCF)F)NC1=C(C=C(C=C1)I)F 3,4-difluoro-5-[[2-fluoro-3-(3-fluoropropylsulfonylamino)phenyl]methyl]-2-(2-fluoro-4-iodoanilino)benzamide